2-(6-(((1R,3S,5S)-8-azabicyclo[3.2.1]octan-3-yl)oxy)pyridazin-3-yl)-5-(1-methyl-1H-pyrazol-4-yl)phenol [C@H]12CC(C[C@H](CC1)N2)OC2=CC=C(N=N2)C2=C(C=C(C=C2)C=2C=NN(C2)C)O